FC(C(C(=O)[O-])(C(=O)[O-])C)F 2-(difluoromethyl)-2-methylmalonate